C(C1=CC=CC=C1)N(C1=CC=C(C(=O)O)C=C1)C 4-[benzyl-(methyl)amino]benzoic acid